P(=O)([O-])([O-])[O-].[Br-].C(CCC)[N+](CCCC)(CCCC)CCCC.C(CCC)[N+](CCCC)(CCCC)CCCC.C(CCC)[N+](CCCC)(CCCC)CCCC.C(CCC)[N+](CCCC)(CCCC)CCCC tetrabutylammonium bromide phosphate